tert-butyl ((S)-2-((2',3'-dimethyl-[3,4'-bipyridin]-6-yl)amino)-1-((1r,4S)-4-methylcyclohexyl)-2-oxoethyl)carbamate CC1=NC=CC(=C1C)C=1C=NC(=CC1)NC([C@H](C1CCC(CC1)C)NC(OC(C)(C)C)=O)=O